ClC=1C(=CC2=C(OC(C(N2[C@@H](C(=O)O)C)=O)(F)F)C1)C1=C(C(=C(C(=C1F)F)F)F)F (R)-2-(7-chloro-2,2-difluoro-3-oxo-6-(perfluorophenyl)-2,3-dihydro-4H-benzo[b][1,4]oxazin-4-yl)propionic acid